FC(F)C=1C(=NC(=CC1)OC1CN(C1)C)N (difluoromethyl)-6-((1-methylazetidin-3-yl)oxy)pyridin-2-amine